NC=1OC2=C(N1)C=C(C=C2)C=2N=C(N1C2C(=NC=C1)N)C(C)C 1-(2-aminobenzo[d]oxazol-5-yl)-3-isopropylimidazo[1,5-a]pyrazine-8-amine